tert-butyl N-(azetidin-3-yl)-N-methylcarbamate N1CC(C1)N(C(OC(C)(C)C)=O)C